C(C=C)C1CC=CC1 4-allylcyclopent-1-ene